(2-(2,6-dioxopiperidin-3-yl)-1-oxoisoindolin-4-yl)boronic acid O=C1NC(CCC1N1C(C2=CC=CC(=C2C1)B(O)O)=O)=O